FC1=C(C=CC(=C1)F)N1N=C(C2=CC=CC=C2C1=O)N1CC(NCC1)C(C(=O)OC)(C)C methyl 2-(4-(3-(2,4-difluorophenyl)-4-oxo-3,4-dihydrophthalazin-1-yl)piperazin-2-yl)-2-methylpropionate